(4-((3-carbamoyl-5-ethyl-6-((tetrahydro-2H-pyran-4-yl)amino)pyrazin-2-yl)amino)-2-methoxyphenyl)piperazine-1-carboxylic acid tert-butyl ester C(C)(C)(C)OC(=O)N1C(CNCC1)C1=C(C=C(C=C1)NC1=NC(=C(N=C1C(N)=O)CC)NC1CCOCC1)OC